FC1=CC=C(CCNCCCNC([O-])=O)C=C1 (3-((4-fluorophenethyl)amino)propyl)carbamate